(2R)-2-hydroxypentanedioic acid O[C@@H](C(=O)O)CCC(=O)O